[4-(5-chlorooxazolo[4,5-b]pyridin-2-yl)piperazin-1-yl]-[5-methyl-6-(tetrahydropyran-2-ylmethoxy)-3-pyridyl]methanone ClC1=CC=C2C(=N1)N=C(O2)N2CCN(CC2)C(=O)C=2C=NC(=C(C2)C)OCC2OCCCC2